tert-butyl 4-[5-(7-fluoro-2-methylindazol-5-yl)-6-oxo-4H-thieno[2,3-c]pyrrol-2-yl]piperidine-1-carboxylate FC1=CC(=CC2=CN(N=C12)C)N1C(C2=C(C1)C=C(S2)C2CCN(CC2)C(=O)OC(C)(C)C)=O